2-(4-((4'-(1,1,1,3,3,3-hexafluoro-2-hydroxypropan-2-yl)-2-methyl-[1,1'-biphenyl]-4-yl)methyl)-1-(pyridin-4-ylmethyl)piperazin-2-yl)acetic acid FC(C(C(F)(F)F)(O)C1=CC=C(C=C1)C1=C(C=C(C=C1)CN1CC(N(CC1)CC1=CC=NC=C1)CC(=O)O)C)(F)F